7-(pyrrolidin-1-yl)-5-(4-(trifluoromethyl)phenyl)-1,2,3,4-tetrahydroisoquinoline hydrochloride Cl.N1(CCCC1)C1=CC(=C2CCNCC2=C1)C1=CC=C(C=C1)C(F)(F)F